N[C@@H]1CN(CCC1)C(=O)OC(C)(C)C tert-butyl (S)-3-amino-piperidine-1-carboxylate